Br.Br.C=O methanone dihydrobromide